FC(COC1CCNCC1)CF 4-(2,3-difluoropropoxy)piperidine